C1(CC1)C1=NC=C(C(=N1)C1CCN(CC1)C(=O)OC(C)(C)C)C1=CC(=NO1)C tert-Butyl 4-(2-cyclopropyl-5-(3-methylisoxazol-5-yl)pyrimidin-4-yl)piperidine-1-carboxylate